C(C)(=O)[O-].CN1C=[N+](C=C1)CCCCCCCC 1-methyl-3-octylimidazolium acetate